(2S)-2-amino-N-[6-(2,6-difluorobenzoyl)-3,5-dihydro-2H-thieno[2,3-e][1,4]dioxepin-7-yl]propanamide N[C@H](C(=O)NC1=C(C2=C(OCCOC2)S1)C(C1=C(C=CC=C1F)F)=O)C